(3s,5r)-1-benzyl-3-isopropyl-5-methylpiperazin-2-one C(C1=CC=CC=C1)N1C([C@@H](N[C@@H](C1)C)C(C)C)=O